(S)-2-(4-chlorophenyl)-1-(4-((5R,7R)-7-hydroxy-5-methyl-6,7-dihydro-5H-cyclopenta[d]pyrimidin-4-yl)piperazin-1-yl)-3-((R)-tetrahydrofuran-3-ylamino)propan-1-one ClC1=CC=C(C=C1)[C@H](C(=O)N1CCN(CC1)C=1C2=C(N=CN1)[C@@H](C[C@H]2C)O)CN[C@H]2COCC2